CC1=CC(OC2=C(C(=CC=C12)O[C@@H]1O[C@@H]([C@@H]([C@@H]([C@H]1O)O)O)CO)C(=O)OC)=O methyl 4-methyl-2-oxo-7-[(2S,3R,4S,5R,6R)-3,4,5-trihydroxy-6-(hydroxymethyl)tetrahydropyran-2-yl]oxy-chromene-8-carboxylate